C(C=1C(O)=CC=CC1)(=O)[O-] salicylate